2-hydroxy-propanamide OC(C(=O)N)C